C12CNCC(CC1)C2C=2C=C1C(N(C(C1=CC2)=O)C2C(NC(CC2)=O)=O)=O 5-(3-azabicyclo[3.2.1]octan-8-yl)-2-(2,6-dioxopiperidin-3-yl)isoindoline-1,3-dione